FC(C1=CC=C(C=C1)N(C([O-])=O)C1=CC(=C(C(=C1)C=O)O)F)(F)F 4-(trifluoromethyl)phenyl(3-fluoro-5-formyl-4-hydroxyphenyl)carbamate